ClC=1C(=CC(=C(C1)NC(C1=C(C=CC(=C1)C)OC)=O)C)C(C#N)C1=CC=C(C=C1)Cl N-(5-chloro-4-((4-chlorophenyl)(cyano)methyl)-2-methylphenyl)-2-methoxy-5-methylbenzamide